FC1=C(C(=O)O)C(=CC(=C1)NS(=O)(=O)C1=CC=C(C=C1)C1=CC(=NC=C1)F)F 2,6-difluoro-4-((4-(2-fluoropyridin-4-yl)phenyl)sulfonylamino)benzoic acid